iron disodium hydroxyethylidene bisphosphonate P(OC(CO)OP([O-])=O)([O-])=O.[Na+].[Na+].[Fe+2].OCC(OP([O-])=O)OP([O-])=O